FC1=C(C(=CC=C1)F)N1C=C(C(C2=CC(=C(N=C12)N1C[C@H]([C@@H](C1)O)O)F)=O)C(=O)NC(C)(CC(F)(F)F)C 1-(2,6-Difluorophenyl)-7-[(3R,4R)-3,4-dihydroxypyrrolidin-1-yl]-6-fluoro-4-oxo-N-(4,4,4-tri-fluoro-2-methylbutan-2-yl)-1,4-dihydro-1,8-naphthyridine-3-carboxamide